NC1=C(C=C(C=C1)C1=CC=CC=C1F)[N+](=O)[O-] 4'-amino-6-fluoro-3'-nitro-[1,1'-biphenyl]